C(C=C)(=O)N1[C@@H](CC[C@@H]1C)C#CC=1C=NC=CC1C1=C(C=2C(NCCC2N1)=O)NC1=C(C(=CC=C1)F)OC 2-(3-(((2S,5S)-1-acryloyl-5-methylpyrrolidin-2-yl)ethynyl)pyridin-4-yl)-3-((3-fluoro-2-methoxyphenyl)amino)-1,5,6,7-tetrahydro-4H-pyrrolo[3,2-c]pyridin-4-one